2-(4-bromo-5-methoxy-2-oxopyridin-1(2H)-yl)pentanoic acid tert-butyl ester C(C)(C)(C)OC(C(CCC)N1C(C=C(C(=C1)OC)Br)=O)=O